2-[[(1R,3S)-3-[(7S)-7-methoxy-5,6,7,8-tetrahydro-[1,2,4]triazolo[4,3-a]pyridin-3-yl]cyclohexyl]amino]-4-(oxetan-3-yloxy)pyrimidine-5-carbonitrile CO[C@@H]1CC=2N(CC1)C(=NN2)[C@@H]2C[C@@H](CCC2)NC2=NC=C(C(=N2)OC2COC2)C#N